tert-butyl (2S,6R*)-2-[(benzyloxy)methyl]-6-methoxy-6-methyl-1,4-oxazepane-4-carboxylate C(C1=CC=CC=C1)OC[C@H]1OC[C@](CN(C1)C(=O)OC(C)(C)C)(C)OC |o1:12|